ClC=1C=C(C=CC1)C1=NN(C2=CC=C(C=C12)C(=O)N1CC2(CC1)CCC(CC2)=O)CC(F)F (3-(3-chlorophenyl)-1-(2,2-difluoroethyl)-1H-indazol-5-yl)(8-oxo-2-azaspiro[4.5]dec-2-yl)methanone